CC=1C=C(C=C(C1)C)N1N=C2C(CN(CC2)C(=O)OC(C)(C)C)=C1N1C(N(C=C1)C=1C=C2C=NN(C2=CC1)C)=O tert-Butyl 2-(3,5-dimethylphenyl)-3-[3-(1-methylindazol-5-yl)-2-oxoimidazol-1-yl]-6,7-dihydro-4H-pyrazolo[4,3-c]pyridine-5-carboxylate